tert-Butyl methyl(3-methyl-4-nitrophenyl)carbamate CN(C(OC(C)(C)C)=O)C1=CC(=C(C=C1)[N+](=O)[O-])C